CS(=O)(=O)[O-].C(CCCCCCC)[NH+]1CCCCC1 N-Octylpiperidinium methansulfonat